1-(4-methoxyphenyl)-vinyl 4-tert-butylbenzoate C(C)(C)(C)C1=CC=C(C(=O)OC(=C)C2=CC=C(C=C2)OC)C=C1